(1S)-1-cyclopropyl-1-phenylmethanamine C1(CC1)[C@H](N)C1=CC=CC=C1